trans-3,5-dimethyl-4-(piperidin-4-ylmethyl)morpholine TFA salt OC(=O)C(F)(F)F.C[C@@H]1N([C@H](COC1)C)CC1CCNCC1